7-(benzyloxy)-1-((2-oxooxazolidin-4-yl)methoxy)isoquinoline-6-carbonitrile C(C1=CC=CC=C1)OC1=C(C=C2C=CN=C(C2=C1)OCC1NC(OC1)=O)C#N